L-cysteine hydrochloride monohydrate O.Cl.N[C@@H](CS)C(=O)O